ethyl α-hydroxymethylacrylate OCC(C(=O)OCC)=C